(S)-3-((3-butyl-5-(4-fluorophenyl)-2-methyl-7-(methylthio)-1,1-dioxido-2,3,4,5-tetrahydro-1,2,5-benzothiadiazepin-8-yl)oxy)-2,2-dimethylpropanoic acid C(CCC)[C@@H]1N(S(C2=C(N(C1)C1=CC=C(C=C1)F)C=C(C(=C2)OCC(C(=O)O)(C)C)SC)(=O)=O)C